4-acetyl-N-(cyclohexylmethyl)-1H-pyrrole-2-carboxamide C(C)(=O)C=1C=C(NC1)C(=O)NCC1CCCCC1